(S)-4-(((S)-2-fluoro-3-methoxypropyl)(4-(5,6,7,8-tetrahydro-1,8-naphthyridin-2-yl)butyl)amino)-2-(1-methyl-1H-indazole-6-carboxamido)butanoic acid F[C@@H](CN(CC[C@@H](C(=O)O)NC(=O)C1=CC=C2C=NN(C2=C1)C)CCCCC1=NC=2NCCCC2C=C1)COC